Cl.C12CC(CC(CC1)N2)C=2C=C(C=1N(C2)C=C(N1)C1=CC(=C(C=C1)OC)OC)C 6-(8-azabicyclo[3.2.1]oct-3-yl)-2-(3,4-dimethoxyphenyl)-8-methylimidazo[1,2-a]pyridine hydrochloride